ClC=1C=CC(=C(C[C@@H]2N=C([C@H](N=C2OC)C(C)C)OC)C1)F (2S,5R)-2-(5-chloro-2-fluorobenzyl)-5-isopropyl-3,6-dimethoxy-2,5-dihydropyrazine